spiro[3.3]Heptane-2-carboxylic acid methyl ester COC(=O)C1CC2(C1)CCC2